(2-chlorophenyl)-2-cyclopropyl-9-{3-fluoro-bicyclo[1.1.1]pentane-1-yl}-6-(4-methylpiperazine-1-yl)purine ClC1=C(C=CC=C1)C=1N(C2=NC(=NC(=C2N1)N1CCN(CC1)C)C1CC1)C12CC(C1)(C2)F